2-(4-fluoro-2-methoxyphenyl)propan-2-amine hydrochloride Cl.FC1=CC(=C(C=C1)C(C)(C)N)OC